(R)-N-(4-(4-amino-2,7-dimethyl-7H-pyrrolo[2,3-d]pyrimidin-5-yl)-3-(trifluoromethyl)phenyl)-2-(3-fluorophenyl)-2-hydroxyacetamide NC=1C2=C(N=C(N1)C)N(C=C2C2=C(C=C(C=C2)NC([C@H](O)C2=CC(=CC=C2)F)=O)C(F)(F)F)C